(R)-N-(5-(3-chloro-1-methyl-1H-pyrazol-4-yl)-2-methoxy-4-(4-methylpiperazin-1-yl)phenyl)-6-(3-(2,3-difluorophenyl)isoxazolidin-2-yl)pyrimidin-4-amine ClC1=NN(C=C1C=1C(=CC(=C(C1)NC1=NC=NC(=C1)N1OCC[C@@H]1C1=C(C(=CC=C1)F)F)OC)N1CCN(CC1)C)C